2-((1-(2-(isoindolin-2-yl)-3,7-dimethyl-4-oxo-4H-pyrido[1,2-a]pyrimidin-9-yl)ethyl)amino)benzenesulfonamide C1N(CC2=CC=CC=C12)C=1N=C2N(C(C1C)=O)C=C(C=C2C(C)NC2=C(C=CC=C2)S(=O)(=O)N)C